3a,5β-androstanediol C[C@@]12[C@@H](O)CC[C@H]1[C@@H]1CC[C@@H]3C[C@H](O)CC[C@]3(C)[C@H]1CC2